FC(C(C(F)(F)F)(C(F)(F)F)OCC1CCN(CC1)CC1(CC1)CO)(F)F (1-((4-(((1,1,1,3,3,3-hexafluoro-2-(trifluoromethyl)propan-2-yl)oxy)methyl)piperidin-1-yl)methyl)cyclopropyl)methanol